1-nonadecanoyl-2-dodecanoyl-glycero-3-phospho-(1'-sn-glycerol) CCCCCCCCCCCCCCCCCCC(=O)OC[C@H](COP(=O)(O)OC[C@H](CO)O)OC(=O)CCCCCCCCCCC